tert-Butyl-(2S)-2-[4-chloro-2-(4-ethoxy-4,5-dihydroisoxazol-3-yl)phenoxy]butanoat C(C)(C)(C)OC([C@H](CC)OC1=C(C=C(C=C1)Cl)C1=NOCC1OCC)=O